FC(CNC=1N=CC2=C(N1)NC=C2C2=CC1=C(C(NCCO1)=O)C=C2)(C)C 8-(2-((2-fluoro-2-methylpropyl)amino)-7H-pyrrolo[2,3-d]pyrimidin-5-yl)-3,4-dihydrobenzo[1,4]oxazepin-5(2H)-one